zinc ammonium ethanol C(C)O.[NH4+].[Zn+2]